(2R)-2-(2,4-difluorophenyl)-1,1-difluoro-3-(1H-tetrazol-1-yl)-1-(5-(4-(4-(5-(2,2,2-trifluoro-1-hydroxyethyl)pyridin-2-yl)piperazin-1-yl)phenyl)pyridin-2-yl)propan-2-ol FC1=C(C=CC(=C1)F)[C@](C(C1=NC=C(C=C1)C1=CC=C(C=C1)N1CCN(CC1)C1=NC=C(C=C1)C(C(F)(F)F)O)(F)F)(CN1N=NN=C1)O